4-(2-(3,5-dichloro-4-(2-chloroethoxy)phenyl)propan-2-yl)aniline hydrochloride Cl.ClC=1C=C(C=C(C1OCCCl)Cl)C(C)(C)C1=CC=C(N)C=C1